NC[C@H]1CN(CC1)C1=NC2=C(N1CC(=O)N(CC(F)(F)F)C)C=C(C=C2)F (S)-2-(2-(3-(Aminomethyl)pyrrolidin-1-yl)-6-fluoro-1H-benzo[d]imidazol-1-yl)-N-methyl-N-(2,2,2-trifluoroethyl)acetamid